C[C@@H](C=C)N(C(OC(C)(C)C)=O)C tert-butyl (S)-but-3-en-2-yl(methyl)carbamate